C(C(C)C)C=1NC=CN1 2-isobutyl-imidazole